N1N=NN=C1NC([C@H](CCCCNC(C)=N)N)=O (S)-6-acetimidoylamino-2-amino-hexanoic acid (1H-tetrazol-5-yl)-amide